(E)-(2-methoxy-5-methyl-4-((E)-(4-methyl-2-nitrophenyl)diazenyl)phenyl)glycine COC1=C(C=C(C(=C1)\N=N\C1=C(C=C(C=C1)C)[N+](=O)[O-])C)NCC(=O)O